2-[1-(2-Chloro-5-methoxy-pyridin-4-yl)-azetidin-3-yl]-1-(5-methyl-1,3,6,7,8,9-hexahydro-2,4,7-triaza-cyclopenta[a]naphthalen-2-yl)-ethanone hydrochloride Cl.ClC1=NC=C(C(=C1)N1CC(C1)CC(=O)N1CC=2C(=C3CCNCC3=C(N2)C)C1)OC